CC1=C(C=CC(=C1)N=NC1=C(C=CC=C1)C)N=NC1=C(C=CC2=CC=CC=C12)O 1-(2-methyl-4-(2-methylphenylazo)phenylazo)-2-naphthol